COC1(CC(OC1)(C(=O)OC)C1=C(C=CC(=C1)C)OC)C methyl 4-methoxy-2-(2-methoxy-5-methylphenyl)-4-methyltetrahydrofuran-2-carboxylate